C(C)N1C2=C([C@H]([C@H](C1=O)NC(C1=CC(=CC=C1)C(F)(F)F)=O)C1=CC=C(C=C1)F)C(=NN2C2=CC=CC=C2)C/C=C/C(=O)OC |r| rac-methyl (2E)-4-[(4R,5R)-7-ethyl-4-(4-fluorophenyl)-6-oxo-1-phenyl-5-[3-(trifluoromethyl) benzamido]-4H,5H-pyrazolo[3,4-b]pyridin-3-yl]but-2-enoate